O=C(CC1=C(SC=C1)C(=O)N)NCC(F)(F)F 2-oxo-2-((2,2,2-trifluoroethyl)amino)ethyl-2-thiophenecarboxamide